C(C)(C)N1N=C2C(=NN(C(C2=C1)=O)CC(=O)NC1=NC=CC=N1)C(C)C 2-(2,7-diisopropyl-4-oxo-pyrazolo[3,4-d]pyridazin-5-yl)-N-pyrimidin-2-yl-acetamide